5-chloro-4-(2-((2,2-difluoroethyl)amino)ethyl)-1-(2,3,6-trifluorobenzyl)-1H-pyrazole-3-carboxylic acid ClC1=C(C(=NN1CC1=C(C(=CC=C1F)F)F)C(=O)O)CCNCC(F)F